4-[(2R,3S,4S,5S)-2,3,4-Tribenzyloxy-5-(benzyloxymethyl)-5-hydroxy-6-oxo-hexanoyl]piperazine-1-carboxylic acid tert-butyl ester C(C)(C)(C)OC(=O)N1CCN(CC1)C([C@@H]([C@H]([C@@H]([C@@](C=O)(O)COCC1=CC=CC=C1)OCC1=CC=CC=C1)OCC1=CC=CC=C1)OCC1=CC=CC=C1)=O